(3S,6S,8R,10aS)-8-ethyl-6-((S)-2-(methylamino)propanamido)-5-oxo-N-((R)-1,2,3,4-tetrahydronaphthalen-1-yl)decahydropyrrolo[1,2-a]azocine-3-carboxamide C(C)[C@@H]1CC[C@@H]2N(C([C@H](C1)NC([C@H](C)NC)=O)=O)[C@@H](CC2)C(=O)N[C@@H]2CCCC1=CC=CC=C21